N-((6-(((cyclobutylmethyl)amino)methyl)imidazo[1,2-a]pyridin-2-yl)methyl)-N-methyl-5-(pyrrolidin-1-yl)nicotinamide hydrochloride Cl.C1(CCC1)CNCC=1C=CC=2N(C1)C=C(N2)CN(C(C2=CN=CC(=C2)N2CCCC2)=O)C